trimethoxy-1H-indole COC1=C(N(C2=CC=CC=C12)OC)OC